1,1'-{(7-benzyl-1,4,7-triazonane-1,4-diyl)bis[methylene(2-hydroxy-5-methyl-3,1-phenylene)methyleneazanediyl]}di(ethane-1,2-diol) C(C1=CC=CC=C1)N1CCN(CCN(CC1)CC=1C(=C(C=C(C1)C)CNC(CO)O)O)CC=1C(=C(C=C(C1)C)CNC(CO)O)O